(R)-benzyl 2-(((benzyloxy)carbonyl)amino)-3-(3-(1-ethyl-1H-imidazol-2-yl)-5-fluorobenzamido)propanoate C(C1=CC=CC=C1)OC(=O)N[C@@H](C(=O)OCC1=CC=CC=C1)CNC(C1=CC(=CC(=C1)F)C=1N(C=CN1)CC)=O